ClC=1C=C(C(=C(C1)O)C1=CC=C2C(=N1)N=C(O2)N[C@@H]2CNCC[C@@H]2F)C 5-chloro-2-[2-[[(3R,4S)-4-fluoro-3-piperidyl]amino]oxazolo[4,5-b]pyridin-5-yl]-3-methyl-phenol